C(C(C)C)NC=1C2=C(N=C(N1)NC1=C(C=C(C=C1)S(=O)(=O)C)OC)NC=C2C(F)(F)F N4-isobutyl-N2-(2-methoxy-4-(methylsulfonyl)phenyl)-5-(trifluoromethyl)-7H-pyrrolo[2,3-d]pyrimidine-2,4-diamine